P(=O)(OCCCC)(OCCCC)OC1=CC=C(C=C1)F dibutyl 4-fluorophenyl phosphate